N[C@@H]1CN(C[C@@H]1O[Si](C)(C)C(C)(C)C)C(=O)O (3R,4S)-3-amino-4-((tert-butyldimethylsilyl)oxy)pyrrolidine-1-carboxylic acid